BrCC1=CC=CC2=C1COB2 4-(bromomethyl)-3H-2,1-benzoxaborol